OC=1C(=CC2=CN(N=C2C1)C)C=1N=CC2=C(N1)C=CN(C2=O)[C@@H]2C[C@@H](NCC2)C 2-(6-hydroxy-2-methyl-indazol-5-yl)-6-[(2S,4S)-2-methyl-4-piperidyl]pyrido[4,3-d]pyrimidin-5-one